BrC1=CC=C(C(=N1)N)OCCCBr 6-bromo-3-(3-bromopropyloxy)pyridin-2-amine